FC(=C(F)F)OC(C(F)(F)F)F tetrafluoroethyl (trifluorovinyl) ether